C(C)N(CC)CCCCCCCCCCC N,N-diethylundecylamine